(5-((4-cyclopentyl-3-(trifluoromethyl)benzyl)oxy)-7-ethyl-1H-indol-1-yl)propanoic acid C1(CCCC1)C1=C(C=C(COC=2C=C3C=CN(C3=C(C2)CC)C(C(=O)O)C)C=C1)C(F)(F)F